C(C1=CC=CC=C1)OCCCCCO 5-benzyloxypentan-1-ol